(S)-4-(((4-((5-(1-(2-chlorophenyl)-2-(methoxy-d3)-2-oxoethyl)-4,5,6,7-Tetrahydrothieno[3,2-c]pyridin-2-yl)oxy)-4-oxobutyryl)oxy)methyl)-3-methyl-1,2,5-oxadiazole 2-oxide ClC1=C(C=CC=C1)[C@@H](C(=O)OC([2H])([2H])[2H])N1CC2=C(CC1)SC(=C2)OC(CCC(=O)OCC=2C(=[N+](ON2)[O-])C)=O